N-((3-chloropyridin-2-yl)methyl)-2-vinyloxazole-4-carboxamide ClC=1C(=NC=CC1)CNC(=O)C=1N=C(OC1)C=C